dimethyl-meta-isopropenyl-benzyl isocyanate CC(C1=CC(=CC=C1)C(=C)C)(C)N=C=O